pyrazine-2-amido-N-tert-butyl-thiourea N1=C(C=NC=C1)C(=O)NN(C(=S)N)C(C)(C)C